Cl.Cl.C1(CC1)NCC1=CC=C(C=C1)NC1=C2C=CC(NC2=NC=C1)=O 5-((4-((cyclopropylamino)methyl)phenyl)amino)-1,8-naphthyridin-2(1H)-one dihydrochloride